FC=1C(=CC=2C3=C(NC(C2C1)=O)COC[C@@H]3N(C(=O)C=3NC1=CC=C(C(=C1C3)F)F)C)F |r| Racemic-N-(8,9-difluoro-6-oxo-1,4,5,6-tetrahydro-2H-pyrano[3,4-c]isoquinolin-1-yl)-4,5-difluoro-N-methyl-1H-indole-2-carboxamide